OC=1C=CC(=[NH+]C1C=NO)CCCCC[N+]1(CCOCC1)C 4-(5-(5-hydroxy-6-((hydroxyimino)methyl)pyridin-1-ium-2-yl)pentyl)-4-methylmorpholine-4-ium